C(C1=CC=CC=C1)OCCCC(C(F)(F)C=1NN=C2C1CN([C@@H](C2)C)C(=O)OC(C)(C)C)O tert-Butyl (6R)-3-[5-(benzyloxy)-1,1-difluoro-2-hydroxypentyl]-6-methyl-2,4,6,7-tetrahydro-5H-pyrazolo[4,3-c]pyridine-5-carboxylate